tert-butyl 6-(4-((5-cyclopropyl-1H-pyrazol-3-yl) amino) pyrimidin-2-yl)-2,6-diazaspiro[3.4]octane-2-carboxylate C1(CC1)C1=CC(=NN1)NC1=NC(=NC=C1)N1CC2(CN(C2)C(=O)OC(C)(C)C)CC1